FCCCOC(C(F)F)(F)F (1,1,2,2-tetrafluoroethyl) (3-fluoro-n-propyl) ether